N-(5-(3-cyclopropyl-1-hydroxy-1-phenylpropyl)-2-fluorophenyl)-3-(trifluoromethyl)-1H-pyrazole-5-carboxamide C1(CC1)CCC(C1=CC=CC=C1)(O)C=1C=CC(=C(C1)NC(=O)C1=CC(=NN1)C(F)(F)F)F